4-(1-cyclobutyl-1H-benzo[d]imidazol-2-yl)-3-cyclopropyl-6-methoxybenzene-1,2-diol C1(CCC1)N1C(=NC2=C1C=CC=C2)C=2C(=C(C(=C(C2)OC)O)O)C2CC2